2-(2-bromothiazol-4-yl)ethanol BrC=1SC=C(N1)CCO